ClC=1C(=C(C=CC1)C(N1C(CC(CC1)(C(=O)O)CC1=NC(=CC=C1F)NC=1SC=C(N1)C)C)([2H])[2H])F 1-((3-chloro-2-fluorophenyl)methyl-d2)-4-((3-fluoro-6-((4-methylthiazol-2-yl)amino)pyridin-2-yl)methyl)-2-methylpiperidine-4-carboxylic acid